N1=CC=C2N1C1=C(C=N2)N(CC1)C(=O)N 7,8-dihydro-6H-pyrazolo[1,5-a]pyrrolo[2,3-e]pyrimidine-6-carboxamide